ClC1=C(C(C2=CC=CC=C2C1OC1=CC=CC=C1)OC1=CC=CC=C1)NCC1=C(C(=O)NC=2C=C3C=CNC3=CC2)C=CC=C1 ((3-chloro-1,4-diphenoxy-1,4-dihydronaphthalen-2-ylamino)methyl)-N-(1H-indol-5-yl)benzamide